2-phenylpropanoisothiazoline C1(=CC=CC=C1)N1SCC2C1CCC2